6-(4-amino-4-phenylpiperidin-1-yl)-3-(2,3-dichlorophenyl)-1H-pyrazolo[3,4-d]pyrimidine-4-carbonitrile-6-d NC1(CCN(CC1)C1(N=C(C=2C(=N1)NNC2C2=C(C(=CC=C2)Cl)Cl)C#N)[2H])C2=CC=CC=C2